COC1=C(C=NC=C1)N(C1CCC(CC1)OC1=NC=C(C=N1)C#N)C1=CC=C(C=C1)C(F)(F)F 2-{4-[(4-methoxy-3-pyridyl)[p-(trifluoromethyl)phenyl]amino]cyclohexyloxy}-5-pyrimidinecarbonitrile